C(CCC(=O)OCCOCCOCCOCCOCCOCCO)(=O)OC1CNC(C1)C(NCC1=CC=C(C=C1)C1=C(N=CS1)C)=O 5-((4-(4-methylthiazol-5-yl)benzyl)carbamoyl)pyrrolidin-3-yl (17-hydroxy-3,6,9,12,15-pentaoxaheptadecyl) succinate